3-[3-[4-[4-amino-3-(4-phenoxyphenyl)pyrazolo[3,4-d]pyrimidin-1-yl]-1-piperidinyl]azetidin-1-yl]azetidin-1-carboxylate NC1=C2C(=NC=N1)N(N=C2C2=CC=C(C=C2)OC2=CC=CC=C2)C2CCN(CC2)C2CN(C2)C2CN(C2)C(=O)[O-]